O1CC(OC2=C1C=CC=C2)C=2N(C(=NN2)SC2=CC=CC=C2)C 4-[[5-(2,3-Dihydro-1,4-benzodioxin-3-yl)-4-methyl-1,2,4-triazol-3-yl]sulfanyl]benzol